CN1CCN(CC1)C1=CC(=C(C(=O)N)C=C1)NC1CCOCC1 4-(4-methylpiperazin-1-yl)-2-(oxan-4-ylamino)benzamide